NC1=CC2=C(C=N1)N=C(S2)C2=NN=C1N2CCN([C@@H]1C)C(=O)C1=CC=C(C=C1)F (R)-(3-(6-aminothiazolo[4,5-c]pyridin-2-yl)-8-methyl-5,6-dihydro-[1,2,4]triazolo[4,3-a]pyrazin-7(8H)-yl)(4-fluorophenyl)methanone